BrC1=CC2=C(N3C(S2)=NC(=C3)C3=CC=C(C=C3)C3N(CCC3)C(=O)OC(C)(C)C)C=C1OCCOC tert-butyl 2-(4-(7-bromo-6-(2-methoxyethoxy)benzo[d]imidazo[2,1-b]thiazol-2-yl)phenyl)pyrrolidine-1-carboxylate